COC1=C(C(=CC=C1OC)C)O 2,3-dimethoxy-6-methylphenol